ClC1=NC=CC(=N1)C=1C=NC=CC1 2-chloro-4-(3-pyridyl)pyrimidine